4-(bromomethyl)-1,2-oxazole BrCC=1C=NOC1